COC=1C=CC2=C(C(OC3=C2C=CC(=C3)OCCCCN3CCCCC3)=O)C1 8-methoxy-3-(4-(piperidin-1-yl)butoxy)-6H-benzo[c]benzopyran-6-one